tert-butyl 8-[2-(3-morpholinoprop-1-ynyl)-4-pyridyl]-3,8-diazabicyclo[3.2.1]octane-3-carboxylate O1CCN(CC1)CC#CC1=NC=CC(=C1)N1C2CN(CC1CC2)C(=O)OC(C)(C)C